[C@@H]1([C@H](CC=CC1)C(=O)[O-])C(=O)OCCC(C)C isopentyl cis-4-cyclohexene-1,2-dicarboxylate